C(C)OC=1C=C(C=2CCN(C2C1)CC)C(=O)OCC Ethyl 6-Ethoxy-1-Ethyl-2,3-Dihydro-1H-Indole-4-Carboxylate